CN1C(C2(C3=C4C(=NC=C31)NC(=C4C=4C=C3C=NN(C3=CC4)C)C=4C=NN(C4)CC4=CC=NC=C4)CCCC2)=O 6'-methyl-1'-(1-methyl-1H-indazol-5-yl)-2'-(1-(pyridin-4-ylmethyl)-1H-pyrazol-4-yl)-3',6'-dihydro-7'H-spiro[cyclopentane-1,8'-dipyrrolo[2,3-b:3',2'-d]pyridin]-7'-one